2-aminoethyl (R)-2-(4-((4'-(1,1,1,3,3,3-hexafluoro-2-hydroxypropan-2-yl)-[1,1'-biphenyl]-4-yl)methyl)-1-(pyridin-4-ylmethyl)piperazin-2-yl)acetate FC(C(C(F)(F)F)(O)C1=CC=C(C=C1)C1=CC=C(C=C1)CN1C[C@H](N(CC1)CC1=CC=NC=C1)CC(=O)OCCN)(F)F